Cl.ClC1=C(C=C2C(C(NC2=C1)=O)=C(O)C1=CC(=CC(=C1)F)F)C1=CC=C(C=C1)C1CN(CC1)C 6-chloro-3-[(3,5-difluorophenyl)-hydroxy-methylene]-5-[4-(1-methylpyrrolidin-3-yl)phenyl]indolin-2-one hydrochloride